tetrahydroisoquinolin-7-amine trifluoroacetate FC(C(=O)O)(F)F.C1NCCC2=CC=C(C=C12)N